cobalt 6,6-dimethylheptanoate CC(CCCCC(=O)[O-])(C)C.[Co+2].CC(CCCCC(=O)[O-])(C)C